C(C)OC1=NC=CC=C1C1=NC=C(C=C1)C1(CCN(CC1)C1=CC=C(C=C1)C(F)(F)F)C(=O)N[C@@H]1CN(CC1)C 4-{2'-ethoxy-[2,3'-bipyridin]-5-yl}-N-[(3S)-1-methylpyrrolidin-3-yl]-1-[4-(trifluoromethyl)phenyl]piperidine-4-carboxamide